P(=O)(OC(CCCCCCCC)=O)(OC1=CC=CC=C1)[O-] mono-pelargonyl phenyl phosphate